OCC1=CC=C2C(=N1)CN(C2)C(=O)OC(C)(C)C Tert-butyl 2-(hydroxymethyl)-5H-pyrrolo[3,4-b]pyridine-6(7H)-carboxylate